FC1=CC=C(C=C1)N1C(N(C=C(C1=O)C(=O)NC1=CC=C(C=C1)OC1=CC=NC2=CN=C(C=C12)N1CCNCC1)C(C)C)=O 3-(4-fluorophenyl)-1-isopropyl-2,4-dioxo-N-[4-[(6-piperazin-1-yl-1,7-naphthyridin-4-yl)oxy]phenyl]pyrimidine-5-carboxamide